6-(3-(3-((R)-1-(3,4-difluorophenyl)ethoxy)propanoyl)-3,8-diazabicyclo[3.2.1]octan-8-yl)nicotinonitrile FC=1C=C(C=CC1F)[C@@H](C)OCCC(=O)N1CC2CCC(C1)N2C2=NC=C(C#N)C=C2